[5-(4-ethylpiperazin-1-yl)pyridin-2-yl]-5-fluoro-4-[7-propan-2-yl-3-(trifluoromethyl)thieno[3,2-b]pyridin-2-yl]pyrimidin-2-amine C(C)N1CCN(CC1)C=1C=CC(=NC1)C1=C(C(=NC(=N1)N)C1=C(C2=NC=CC(=C2S1)C(C)C)C(F)(F)F)F